FC=1C=C(C2=C(C=CC=C2C1)B1OC(C(O1)(C)C)(C)C)C#C (3-fluoro-8-(4,4,5,5-tetramethyl-1,3,2-dioxaborolan-2-yl)naphthalen-1-yl)ethyne